NC1=CC(=C(C(=N1)C1=C(C=2N=C(N=CC2C=N1)OC[C@]12CCCN2C[C@@H](C1)F)F)C1CC1)C 7-(6-amino-3-cyclopropyl-4-methylpyridin-2-yl)-8-fluoro-2-(((2R,7aS)-2-fluorohexahydro-1H-pyrrolizin-7a-yl)methoxy)pyrido[4,3-d]pyrimidin